ClC=1C=C(C=CC1C(F)(F)F)NC(\C(=C(\C=1C=NOC1C)/O)\C#N)=O (Z)-N-(3-chloro-4-(trifluoromethyl)phenyl)-2-cyano-3-hydroxy-3-(5-methylisoxazol-4-yl)acrylamide